3-(trifluoromethyl)-1,5-dimethyl-pyrazole-4-carboxamide FC(C1=NN(C(=C1C(=O)N)C)C)(F)F